3-amino-2,2-dimethylpropionate NCC(C(=O)[O-])(C)C